5-hydroxy-6-((2-methoxyethyl)(methyl)amino)-2,5-dimethylhexan-3-one OC(CC(C(C)C)=O)(CN(C)CCOC)C